CC1(NC(CC(C1)OCCCCCCCCCCCCOC1OCCCC1)(C)C)C 2,2,6,6-tetramethyl-4-((12-((tetrahydro-2H-pyran-2-yl)oxy)dodecyl)oxy)piperidine